2-(3-(2-(2-Aminoethoxy)ethoxy)propionylamino)-N-(5-methylthiophene-2-yl)benzamide NCCOCCOCCC(=O)NC1=C(C(=O)NC=2SC(=CC2)C)C=CC=C1